C[C@@H]1O[C@@H](CN(C1)C1=CC=CC(=N1)C1=NC2=CC(=NC=C2C=C1)CC(=O)NC1=CC(=CC(=C1)S(=O)(=O)C)F)C 2-(2-(6-((cis)-2,6-dimethylmorpholino)pyridin-2-yl)-1,6-naphthyridin-7-yl)-N-(3-fluoro-5-(methylsulfonyl)phenyl)acetamide